1-[(3R)-3-(2,3-Dichloro-6-fluorophenyl)-3-{[1-(2-hydroxyethyl)-3-methylindazol-6-yl]amino}pyrrolidin-1-yl]prop-2-en-1-one ClC1=C(C(=CC=C1Cl)F)[C@]1(CN(CC1)C(C=C)=O)NC1=CC=C2C(=NN(C2=C1)CCO)C